O[C@H](C(=O)OCC)[C@H](C1=CC=CC=C1)NC(C1=CC=C(C=C1)[N+](=O)[O-])=O Ethyl (2S,3S)-2-hydroxy-3-p-nitrobenzoylamino-3-phenylpropionate